BrC1=CC(=C(C(=C1)[N+](=O)[O-])N[C@H]1C[C@H](CCC1)NC(=O)C1=CC(NC2=CC=CC=C12)=O)C(NC)=O N-((1S,3R)-3-((4-bromo-2-(methylcarbamoyl)-6-nitrophenyl)amino)cyclohexyl)-2-oxo-1,2-dihydroquinoline-4-carboxamide